COC1=CC2=C(C(OC=3C=C(C=C(C23)O)C(C)(CCCCCCC)C)(C)C)C=C1 9-Methoxy-6,6-dimethyl-3-(2-methylnonan-2-yl)benzo[c]chromen-1-ol